C(#N)C1(CC1)N1N=CC(=C1)C1=CC=CC(=N1)C(=O)O 6-(1-(1-cyanocyclopropyl)-1H-pyrazol-4-yl)-2-pyridinecarboxylic acid